O(C1=CC=CC=C1)C1=CC=C(C(=O)NCC(=O)N2C3CCC(C2C(=O)N)C3)C=C1 2-((4-phenoxybenzoyl)glycinyl)-2-azabicyclo[2.2.1]heptane-3-carboxamide